5-(S-ethylthio)-1H-tetrazole C(C)SC1=NN=NN1